C(C)C1(COC1)COCC1(COC1)CC 3-ethyl-3-(3-ethyloxetane-3-yl)methoxymethyl-oxetane